N1(CCCCC1)CC=1C=C(OCCCC(CCN)N)C=CC1 (3-(3-(piperidin-1-ylmethyl)phenoxy)propyl)propane-1,3-diamine